α,α-dimethylbenzyl bromide CC(C1=CC=CC=C1)(C)Br